C(C1=CC=CC=C1)OC([C@H]([C@@H](C1=CC=C(C=C1)OC)O)NC(=O)OC(C)(C)C)=O (2S,3R)-2-((tert-butyloxycarbonyl)amino)-3-hydroxy-3-(4-methoxyphenyl)propionic acid benzyl ester